FC=1C(=C(C=CC1)C(=O)N1[C@@H]2[C@@H](C[C@H](C1)C2)NC2=NC=C(C=N2)C(F)(F)F)N2N=CC=N2 (3-fluoro-2-(2H-1,2,3-triazol-2-yl)phenyl)((1S,4S,6R)-6-((5-(trifluoromethyl)pyrimidin-2-yl)amino)-2-azabicyclo[2.2.1]heptan-2-yl)methanone